CC1(CNCCC1)C (R or S)-3,3-dimethylpiperidin